1,3-di-tert-butyl-imidazolium tetrafluoroborate F[B-](F)(F)F.C(C)(C)(C)N1C=[N+](C=C1)C(C)(C)C